N[C@@H](CC1=CC=C(C=C1)O)C(=O)O.C1(CC\C=C\CCC1)OCCO (E)-2-(cycloocta-4-en-1-yloxy)ethanol-tyrosine